6-[(1-{(2R)-2-amino-3-[(2-hydroxyethyl)amino]-2-methyl-3-oxopropyl}azetidin-3-yl)oxy]-3-[(1S,2R)-2-boronocyclopropyl]-2-hydroxybenzoic acid N[C@](CN1CC(C1)OC1=CC=C(C(=C1C(=O)O)O)[C@@H]1[C@@H](C1)B(O)O)(C(=O)NCCO)C